5-((4-((3-bromo-1H-indazol-1-yl)methyl)-6-fluoro-1H-indol-5-yl)oxy)-2-fluorobenzonitrile BrC1=NN(C2=CC=CC=C12)CC1=C2C=CNC2=CC(=C1OC=1C=CC(=C(C#N)C1)F)F